1'-((5-(aminomethyl)-1-(2-cyclopropylethyl)-1H-benzo[d]imidazol-2-yl)methyl)-4',6'-difluorospiro[cyclopropane-1,3'-indol]-2'-one NCC1=CC2=C(N(C(=N2)CN2C(C3(C4=C(C=C(C=C24)F)F)CC3)=O)CCC3CC3)C=C1